FC=1C(=C2C3=C(NC2=C(C1)C(=O)N)CCC3)C3CN(CCC3)C(C=C)=O 7-fluoro-8-(1-prop-2-enoyl-3-piperidyl)-1,2,3,4-tetrahydrocyclopenta[b]indole-5-carboxamide